C=O hydrogenketone